N-(3-methoxybenzyl)-2-((4-methylpiperazin-1-yl)methyl)-N-(3-(pyrrolidin-1-yl)benzyl)pyridin-4-amine COC=1C=C(CN(C2=CC(=NC=C2)CN2CCN(CC2)C)CC2=CC(=CC=C2)N2CCCC2)C=CC1